2-({2-[4-(2-hydroxy-2-methylpropoxy)pyridin-2-yl]-5H,6H,7H-cyclopenta[d]pyrimidin-4-yl}(methyl)amino)-1-(pyrrolidin-1-yl)ethan-1-one OC(COC1=CC(=NC=C1)C=1N=C(C2=C(N1)CCC2)N(CC(=O)N2CCCC2)C)(C)C